2-((5-(2-(9H-carbazol-9-yl)ethyl)-1,3,4-oxadiazol-2-yl)thio)-N-(m-tolyl)acetamide (3-(2,4-dioxotetrahydropyrimidin-1(2H)-yl)pyridazin-4-yl)methyl-methanesulfonate O=C1N(CCC(N1)=O)C=1N=NC=CC1CCS(=O)(=O)O.C1=CC=CC=2C3=CC=CC=C3N(C12)CCC1=NN=C(O1)SCC(=O)NC=1C=C(C=CC1)C